COC(CCCN(C)C)OC (4,4-dimethoxybutyl)dimethylamine